8-bromo-4-hydroxy-1-methyl-6-(tetrahydro-2H-pyran-4-yl)pyrido[3,4-d]pyridazin-7(6H)-one BrC=1C(N(C=C2C(=NN=C(C21)C)O)C2CCOCC2)=O